CC1=CSC2=C1N=C(N=C2N2CCC(CC2)NC(OC(C)(C)C)=O)C2=CC=CC=C2 tert-butyl (1-(7-methyl-2-phenylthieno[3,2-d]pyrimidin-4-yl)piperidin-4-yl)carbamate